NC1=C2C(=NC=N1)N(N=C2C2=CC=C(C=1N2C=CN1)NC(=O)NC1=NOC(=C1)C1(CC1)C(F)(F)F)C1CN(CCC1)C 1-(5-(4-AMINO-1-(1-METHYLPIPERIDIN-3-YL)-1H-PYRAZOLO[3,4-D]PYRIMIDIN-3-YL)IMIDAZO[1,2-A]PYRIDIN-8-YL)-3-(5-(1-(TRIFLUOROMETHYL)CYCLOPROPYL)ISOXAZOL-3-YL)UREA